C(C)OC(CCC=1C=C(C=C(C1F)C(F)(F)F)C1=C(C=CC=C1C)C)=O 3-(4-Fluoro-2',6'-dimethyl-5-(trifluoromethyl)-[1,1'-biphenyl]-3-yl)propanoic acid ethyl ester